(2S,4R)-1-[(2S)-2-[4-[(3-acetylphenoxy)methyl]triazol-1-yl]-3,3-dimethyl-butanoyl]-4-hydroxy-N-methyl-pyrrolidine-2-carboxamide C(C)(=O)C=1C=C(OCC=2N=NN(C2)[C@H](C(=O)N2[C@@H](C[C@H](C2)O)C(=O)NC)C(C)(C)C)C=CC1